(2-(2,6-Dichlorophenyl)-9-(1-(2-(dimethylamino)ethyl)-1H-pyrazol-4-yl)imidazo[2,1-f][1,6]naphthyridin-3-yl)methanol ClC1=C(C(=CC=C1)Cl)C=1N=C2C=3C=C(C=NC3C=CN2C1CO)C=1C=NN(C1)CCN(C)C